NC1=NC(=NN1)CCCCCCCC1=NNC(=N1)N 3,3'-heptamethylenebis(5-amino-1H-1,2,4-triazole)